CC(CC)(O)C dimethyl-1-propanol